BrC=1C=C(C=CC1)C[C@@H](C(=O)NC)N1N=C(C=C1)C1=C(C=CC=C1)Cl (S)-N-(3-(3-bromophenyl)-1-(methylamino)-1-oxopropan-2-yl)-3-(2-chlorophenyl)-1H-pyrazole